C1(=CC=CC=C1)CON1[C@@H]2CC[C@H](N(C1=O)C2)C(=N)N (2S,5R)-6-(phenylmethoxy)-7-oxo-1,6-diazabicyclo[3.2.1]octan-2-carboxamidine